N-(2-(3-Chloro-6-hydroxy-4-methoxy-2-methylbenzoyl)-6-(2-(dimethylamino)ethoxy)-1,2,3,4-tetrahydroisoquinolin-7-yl)-N-methylbut-2-ynamide ClC=1C(=C(C(=O)N2CC3=CC(=C(C=C3CC2)OCCN(C)C)N(C(C#CC)=O)C)C(=CC1OC)O)C